6-iodo-2H-benzo[d][1,3]oxazine-2,4(1H)-dione IC1=CC2=C(NC(OC2=O)=O)C=C1